triethoxytrinitrobenzene C(C)OC1=C(C(=C(C(=C1[N+](=O)[O-])[N+](=O)[O-])[N+](=O)[O-])OCC)OCC